(cis)-3-[5-bromo-7-(trifluoromethyl)-1H-indazol-1-yl]-1-methylcyclobutan-1-ol BrC=1C=C2C=NN(C2=C(C1)C(F)(F)F)C1CC(C1)(O)C